CN(C(/C=C/CC[C@@H](C(=O)NC=1C(N(C=CC1)CC=1N(C2=CC=CC(=C2C1)CC(C)C)C(=O)OC(C)(C)C)=O)NC(=O)OC)=O)C (S,E)-tert-butyl 2-((3-(7-(dimethylamino)-2-((methoxycarbonyl)amino)-7-oxohept-5-enamido)-2-oxopyridin-1(2H)-yl)methyl)-4-isobutyl-1H-indole-1-carboxylate